NCCN1N=CC(=C1)NC1=NC=CC(=N1)C1=CC=CC(=N1)C1=NOC(=C1)[C@]1(C(N(CC1)C)=O)O (R)-3-(3-(6-(2-((1-(2-Aminoethyl)-1H-pyrazol-4-yl)amino)pyrimidin-4-yl)pyridin-2-yl)isoxazol-5-yl)-3-hydroxy-1-methylpyrrolidin-2-one